C(#N)C=1C=C(C=CC1)C=1N=C(SC1C1=CC(=NC(=C1)C)C)NC(=O)N1CC2N(C(OCC2)=O)CC1 N-[4-(3-Cyanophenyl)-5-(2,6-dimethyl-4-pyridyl)thiazol-2-yl]-6-oxo-1,3,4,8,9,9a-hexahydropyrazino[1,2-c][1,3]oxazin-2-carboxamid